5-cyclopropyl-5'-methyl-3H-spiro[furo[2,3-c]pyridine-2,3'-pyrrolidine] C1(CC1)C=1C=C2C(=CN1)OC1(CNC(C1)C)C2